6-(2-methoxypyridin-4-yl)-3,8-diazabicyclo[3.2.1]octane-8-carboxylate COC1=NC=CC(=C1)C1C2CNCC(C1)N2C(=O)[O-]